5-(2,6-diazaspiro[3.3]hept-2-yl)-7-(trifluoromethyl)thieno[3,2-b]pyridine-3-carboxylic acid methyl ester COC(=O)C1=CSC=2C1=NC(=CC2C(F)(F)F)N2CC1(C2)CNC1